BrC=1C=C2CCCN(C2=CC1)C1=NN(C2=C1CNCC2)C2CCOCC2 6-Bromo-1-(1-(tetrahydro-2H-pyran-4-yl)-4,5,6,7-tetrahydro-1H-pyrazolo[4,3-c]pyridin-3-yl)-1,2,3,4-tetrahydroquinoline